(6aS,12bR)-(-)-2-phenyl-10,11-dihydroxy-5,6,6a,7,8,12b-hexa-hydrobenzo[a]phenanthridine C1(=CC=CC=C1)C=1C=CC=2CN[C@H]3CCC4=C([C@@H]3C2C1)C=C(C(=C4)O)O